5-(4-Fluorophenyl)-4-hydroxy-2,6-dimethyl-N-[4-[(7-prop-1-en-2-yl-1,5-naphthyridin-4-yl)oxy]phenyl]pyridine-3-carboxamide FC1=CC=C(C=C1)C=1C(=C(C(=NC1C)C)C(=O)NC1=CC=C(C=C1)OC1=CC=NC2=CC(=CN=C12)C(=C)C)O